N[C@@H](C(=O)O)CNC(C1=CC(=CC(=C1)F)C1=NC=C(C=C1Cl)C)=O (R)-2-amino-3-(3-(3-chloro-5-methylpyridin-2-yl)-5-fluorobenzamido)propanoic acid